ClC1=CC2=C(C(=NO2)C(=O)N2CC=3C(CC2)=C(N(N3)C)C3=CC=CC=C3)C=C1 (6-Chlorobenzo[d]isoxazol-3-yl)(2-methyl-3-phenyl-2,4,5,7-tetrahydro-6H-pyrazolo[3,4-c]pyridin-6-yl)methanone